NC1C2CN(CC12)C1=NC(=NC2=CC=C(C=C12)C)N1CCS(C2=C(C1)C=CC=C2)(=NC2CC2)=O 4-(4-(6-amino-3-azabicyclo[3.1.0]hex-3-yl)-6-methylquinazolin-2-yl)-1-(cyclopropylimino)-2,3,4,5-tetrahydro-benzo[f][1,4]thiazepine-1-Oxide